methyl 5-benzyl-3-((4-chlorobenzamido)methyl)-4,5-dihydroisoxazole-5-carboxylate C(C1=CC=CC=C1)C1(CC(=NO1)CNC(C1=CC=C(C=C1)Cl)=O)C(=O)OC